CCC(CC)N1N=CC(=C1)C=1C=2N(C=C(N1)C=1C=NN(C1)C[C@H](CCO)O)N=CC2 (S)-4-(4-(4-(1-(pent-3-yl)-1H-pyrazol-4-yl)pyrazolo[1,5-a]pyrazin-6-yl)-1H-pyrazol-1-yl)butane-1,3-diol